ClC1=NC2=CC(=CC=C2C=C1CO)C (2-chloro-7-methylquinolin-3-yl)methanol